2-amino-N-[(2S)-butan-2-yl]-7-chloro[1,2,4]triazolo[1,5-a]pyridine-5-carboxamide NC1=NN2C(C=C(C=C2C(=O)N[C@@H](C)CC)Cl)=N1